Cl.FC1=C(C=CC(=C1)OC(F)(F)F)CN (2-fluoro-4-(trifluoromethoxy)phenyl)methylamine hydrochloride